C[C@@H]1NC2=CC=C3C(=C2CC1)N=C(N3CC(NC3COC3)=O)CCN3C(C=CC=C3)=O (7S)-7-Methyl-3-{[(oxetan-3-yl)carbamoyl]methyl}-2-[2-(2-oxo-1,2-dihydropyridin-1-yl)ethyl]-3H,6H,7H,8H,9H-imidazo[4,5-f]chinolin